tetrahydro-1H-naphtho[2,3-d]azepine C1CNCCC2=C1C=C1C=CC=CC1=C2